OC1=C(C=CC=C1)C=1NC2=CC=CC=C2C1S(=O)(=O)C(F)(F)F 2-(2-hydroxyphenyl)-3-trifluoromethanesulfonyl-indole